N-(2-chloro-4-(trifluoromethyl)phenyl)-1-(4-(2-(2,6-dioxopiperidin-3-yl)-1,3-dioxoisoindolin-5-yl)-1H-pyrazol-1-yl)cyclobutane-1-carboxamide ClC1=C(C=CC(=C1)C(F)(F)F)NC(=O)C1(CCC1)N1N=CC(=C1)C=1C=C2C(N(C(C2=CC1)=O)C1C(NC(CC1)=O)=O)=O